Cl.S1C=C(C=C1)C(=O)O thiophene-3-carboxylate hydrochloride